C(C1=CC=CC=C1)OC1=C(C(=CC=C1)F)C1=C2C(=C3C(NC=NC3=C1)=O)OCC=C2 5-(2-(benzyloxy)-6-fluorophenyl)-2,9-dihydro-10H-pyrano[2,3-f]quinazolin-10-one